4-((4-(1-(4-(phenylamino)phenyl)-1H-1,2,3-triazol-4-yl)phenyl)amino)quinoline-6-carbonitrile C1(=CC=CC=C1)NC1=CC=C(C=C1)N1N=NC(=C1)C1=CC=C(C=C1)NC1=CC=NC2=CC=C(C=C12)C#N